C(=O)O.C(C)N1C=NC=C1 N-ethylimidazole formate